FC(C(=O)O)(F)F.ClC=1C=NC=CC1C=1N=C(C=2N(C1)C(=CN2)C2=C(C=CC(=C2)S(=O)(=O)C)C)N 6-(3-Chloropyridin-4-yl)-3-(2-methyl-5-(methylsulfonyl)phenyl)imidazo[1,2-a]pyrazin-8-amine trifluoroacetate